N-(4-(N-(2-methoxybenzyl)sulfamoyl)phenyl)-2-(pyridin-4-yl)cyclopropane-1-carboxamide COC1=C(CNS(=O)(=O)C2=CC=C(C=C2)NC(=O)C2C(C2)C2=CC=NC=C2)C=CC=C1